3-[(hydroxyimino)methyl]-2-methyl-4-(methylsulfonyl)benzoic acid methyl ester COC(C1=C(C(=C(C=C1)S(=O)(=O)C)C=NO)C)=O